(E)-N1-(2-(2,6-dioxopiperidin-3-yl)-1-oxoisoindolin-4-yl)-N8-(4-(2-((4-(2-(3-methylbenzylidene)hydrazino)-6-morpholinopyrimidin-2-yl)oxy)ethyl)phenyl)octanediamide O=C1NC(CCC1N1C(C2=CC=CC(=C2C1)NC(CCCCCCC(=O)NC1=CC=C(C=C1)CCOC1=NC(=CC(=N1)N/N=C/C1=CC(=CC=C1)C)N1CCOCC1)=O)=O)=O